6-(4-Ethyl-3-(hydroxymethyl)-5-oxo-4,5-dihydro-1H-1,2,4-triazol-1-yl)-7-fluoro-2-(4-fluoro-2-methylphenyl)-4-isopropylisoquinolin-1(2H)-one C(C)N1C(=NN(C1=O)C=1C=C2C(=CN(C(C2=CC1F)=O)C1=C(C=C(C=C1)F)C)C(C)C)CO